4'-(1,3-phenylenedioxy)dianiline C1(=CC(=CC=C1)ONC1=CC=CC=C1)ONC1=CC=CC=C1